ethyl 2-(6-chloroquinazolin-4-yl)acetate ClC=1C=C2C(=NC=NC2=CC1)CC(=O)OCC